methyl[2-(5-bromo-2-nitrobenzyl)-1,3-dioxolan-2-yl]acetate COC(CC1(OCCO1)CC1=C(C=CC(=C1)Br)[N+](=O)[O-])=O